4-chlorothieno[2,3-d]thiophene ClS1C=CC2=C1C=CS2